BrC1=C(C(=O)OCOC)C(=C(C(=C1C)O)C)C methoxymethyl 2-bromo-4-hydroxy-3,5,6-trimethylbenzoate